C(C)OC(C(C(Br)C1=CC(=CC=C1)F)Br)=O 3-(3-Fluorophenyl)-2,3-dibromopropionic acid ethyl ester